CC=1C=C(COC(C=CC2=CC(=C(C=C2)OC(C)=O)OC)=O)C=CC1 3-methylbenzyl-3-(4-acetoxy-3-methoxyphenyl)acrylate